5-[4-({5-[(7R)-7-amino-2-azabicyclo[2.2.1]heptane-2-carbonyl]-2-[1-(cyclopropylmethyl)-1H-indol-2-yl]-7-methoxy-1H-1,3-benzodiazol-1-yl}methyl)-1H-pyrazol-1-yl]pyridine-3-carbonitrile N[C@H]1C2N(CC1CC2)C(=O)C2=CC1=C(N(C(=N1)C=1N(C3=CC=CC=C3C1)CC1CC1)CC=1C=NN(C1)C=1C=C(C=NC1)C#N)C(=C2)OC